2-(azepan-1-yl)-4-((4-((1-hydroxy-2-methylpropan-2-yl)oxy)phenyl)amino)pyrimido[4,5-d]pyridazin-5(6H)-one N1(CCCCCC1)C=1N=C(C2=C(C=NNC2=O)N1)NC1=CC=C(C=C1)OC(CO)(C)C